C1(CC1)N1C=NC2=C(C=C(C=C2C1=O)C)C=1SC2=C(N1)C(=CC(=C2)OC)F 3-cyclopropyl-8-(4-fluoro-6-methoxybenzo[d]thiazol-2-yl)-6-methyl-quinazolin-4(3H)-one